(3Z)-3,13-octadecadiene CC\C=C/CCCCCCCCC=CCCCC